FC=1C(=CC(=C(C1)N1C(C=CC2=CC(=CC=C12)S(=O)(=O)NC1=NOC=C1)=O)OC)C1(CC1)C(F)(F)F 1-(5-fluoro-2-methoxy-4-(1-(trifluoromethyl)cyclopropyl)phenyl)-N-(isoxazol-3-yl)-2-oxo-1,2-dihydroquinoline-6-sulfonamide